CNC(=O)C=1C=CC2=CC(N=C2C1)=O N-methyl-2-oxoindole-6-carboxamide